CC=1OC=CC1C(=O)O methyl-3-furoic acid